4-(2,5-Dichlorophenyl)-N-(4-(2-hydroxyethyl)-2,6-dimethylphenyl)pyrimidine-2-carboxamide ClC1=C(C=C(C=C1)Cl)C1=NC(=NC=C1)C(=O)NC1=C(C=C(C=C1C)CCO)C